(R)-3-(benzo[d][1,3]dioxol-5-yl)-7-((R)-1-hydroxypropan-2-yl)-1-(1H-indol-3-yl)-6,7-dihydro-3H-oxazolo[3,4-a]pyrazine-5,8-dione O1COC2=C1C=CC(=C2)[C@H]2OC(=C1N2C(CN(C1=O)[C@@H](CO)C)=O)C1=CNC2=CC=CC=C12